4-(cyclohexylamino)-2-((8-(4-morpholino-piperidine-1-carbonyl)-2,3-dihydro-benzo[b][1,4]dioxin-5-yl)amino)-7H-pyrrolo[2,3-d]pyrimidine-5-carbonitrile C1(CCCCC1)NC=1C2=C(N=C(N1)NC1=CC=C(C=3OCCOC31)C(=O)N3CCC(CC3)N3CCOCC3)NC=C2C#N